N-(3-(2-(isoxazol-5-ylamino)-8,9-dihydroimidazo[1',2':1,6]pyrido[2,3-d]pyrimidin-6-yl)-4-methylphenyl)-4-(trifluoromethyl)picolinamide O1N=CC=C1NC=1N=CC2=C(N1)N1C(C(=C2)C=2C=C(C=CC2C)NC(C2=NC=CC(=C2)C(F)(F)F)=O)=NCC1